FC(C1=C(C=CC=C1)C1CCC2=C(C=CC=C12)COC1=CC2=C(C=N1)[C@H]1[C@@H](C2)[C@@H]1C(=O)OCC)(F)F (5aR,6S,6aS)-ethyl 3-((1-(2-(trifluoromethyl)phenyl)-2,3-dihydro-1H-inden-4-yl)methoxy)-5,5a,6,6a-tetrahydrocyclopropa[4,5]cyclopenta[1,2-c]pyridine-6-carboxylate